C(C1=CC=CC=C1)NC(=O)C1CN(C1)C(=O)OC(C)(C)C tert-butyl 3-(benzylcarbamoyl)azetidine-1-carboxylate